(4S)-4-amino-4,6-dihydrospiro[cyclopenta[d][1,3]thiazole-5,4'-piperidin] N[C@@H]1C=2N=CSC2CC12CCNCC2